NC=1C=C(C=C(C1)C(F)(F)F)[C@@H](C)NC1=NC(=NC2=CC(=C(C=C12)OC)CN1CCOCC1)C (R)-(4-((1-(3-amino-5-(trifluoromethyl)phenyl)ethyl)amino)-6-methoxy-2-methylquinazolin-7-yl)(morpholino)methane